C[C@@H]1N(C[C@@H]([C@@H](C1)OC1=CC=C(C=C1)C)C)C1=CC(N(C=2C=CC(=NC12)C#N)C)=O 8-((2s,4r,5s)-2,5-dimethyl-4-(p-tolyloxy)piperidin-1-yl)-5-methyl-6-oxo-5,6-dihydro-1,5-naphthyridine-2-carbonitrile